(5Z,8Z,11Z,14Z,17Z)-eicosane CCCCCCCCCCCCCCCCCCCC